CC(=CCCOC1=CC=C(C=C1)CCC(C)=O)CCC1=C(CCCC1(C)C)C 4-(4-((4-methyl-6-(2,6,6-trimethylcyclohex-1-en-1-yl)hex-3-en-1-yl)oxy)phenyl)butan-2-one